dimorpholine disulfide C1COCCN1SSN2CCOCC2